C(C)ON[C@@H](CC1=CC=CC=C1)C(=O)O ethoxy-L-phenylalanine